4-(3-trimethoxysilylpropoxy)benzaldehyde CO[Si](CCCOC1=CC=C(C=O)C=C1)(OC)OC